CSC1=CC=C(C=C1)C(C=CC1=C(C(=C(C(=C1)C)C(=O)O)C)OC(C)C)=O 1-[4-methylthiophenyl]-3-[3,5-dimethyl-4-carboxydimethylmethyloxyphenyl]prop-2-en-1-one